COC1=C(C=CC=C1)CC 1-methoxy-2-ethylbenzene